C1(CC1)S(=O)[O-] 1-cyclopropyl-sulfinate